tert-Butyl (S)-((1-(5-((8-fluoro-2-methylimidazo[1,2-a]pyridin-6-yl)carbamoyl)pyrazin-2-yl)pyrrolidin-3-yl)methyl)carbamate FC=1C=2N(C=C(C1)NC(=O)C=1N=CC(=NC1)N1C[C@@H](CC1)CNC(OC(C)(C)C)=O)C=C(N2)C